(E)-1-(benzofuran-2-yl)-3-(4-hydroxy-3,5-dimethylphenyl)prop-2-en-1-one O1C(=CC2=C1C=CC=C2)C(\C=C\C2=CC(=C(C(=C2)C)O)C)=O